N(=[N+]=[N-])C1=CC=C(C=C1)CCCNC=1C2=C(N=C(N1)C(F)(F)F)SC(=C2)C N-(3-(4-azidophenyl)propyl)-6-methyl-2-(trifluoromethyl)thieno[2,3-d]pyrimidin-4-amine